N-((tetrahydrofuran-3-yl)methyl)isoindolin-4-amine hydrochloride Cl.O1CC(CC1)CNC=1C=2CNCC2C=CC1